FC1=NC(=C2N=CNC2=N1)NC1=CC(=CC=C1)OC 2-Fluoro-N-(3-methoxyphenyl)-9H-purin-6-amin